OC=1C=NC=CC1C(C)=O 1-(3-hydroxypyridin-4-yl)ethan-1-one